OC1CCC(CC1)NC(=O)NCC1=CC=C(C=C1)OC 1-(4-hydroxycyclohexyl)-3-(4-methoxybenzyl)urea